2-(2-isopropyl-5-methylcyclohexyl)-2-(3,3-diethylpentyl)-1,3-dimethoxypropane C(C)(C)C1C(CC(CC1)C)C(COC)(COC)CCC(CC)(CC)CC